3-propyl-4-phenyltricyclo[4.2.1.02,5]non-3,7-diene C(CC)C=1C2C3C=CC(C2C1C1=CC=CC=C1)C3